C(C)(C)(C)OC(=O)NCCCOC=1C=CC(=C(C(=O)OC)C1)OC methyl 5-(3-((t-Butoxycarbonyl) amino) propoxy)-2-methoxybenzoate